8-Methyl-N-[(4-methylphenyl)methyl]-2-[(pyridin-2-yl)methyl]-4,5-dihydro-2H-furo[2,3-g]indazol-7-carboxamid CC1=C(OC=2CCC3=CN(N=C3C21)CC2=NC=CC=C2)C(=O)NCC2=CC=C(C=C2)C